Cl.O=C1N(CC2=CC(=CC=C12)C[C@H]1CNCC1)C1C(NC(CC1)=O)=O 3-(1-Oxo-5-(((R)-pyrrolidin-3-yl)methyl)isoindolin-2-yl)piperidine-2,6-dione hydrochloride